Cl.CC1=CC=C(N=N1)NC1=CC=C2CCNCC2=C1 N-(6-methylpyridazin-3-yl)-1,2,3,4-tetrahydroisoquinolin-7-amine hydrochloride